3-[4-methyl-3-oxopiperazin-1-yl]pyrazin-2(1H)-one CN1C(CN(CC1)C=1C(NC=CN1)=O)=O